C(C)(C)(C)OC(=O)N1CC(C1)(C)[C@@](C1=CC=C(C=C1)CC(F)(F)F)(O)C=1C=NC=C(C1)C#N 3-{(R)-(5-Cyano-pyridin-3-yl)-hydroxy-[4-(2,2,2-trifluoro-ethyl)-phenyl]-methyl}-3-methyl-azetidine-1-carboxylic acid tert-butyl ester